ethyl 2-(2-((5-(3-(aminomethyl)phenyl)-1-(pyridin-3-yl)-1H-indazol-3-yl)methoxy)phenyl)acetate NCC=1C=C(C=CC1)C=1C=C2C(=NN(C2=CC1)C=1C=NC=CC1)COC1=C(C=CC=C1)CC(=O)OCC